1-(4-chloro-2-fluorophenyl)-2-(2,3-dichlorophenyl)ethane-1-ol tert-Butyl-4-(4-(2,4-dioxotetrahydropyrimidin-1(2H)-yl)-1-isopropyl-1H-indole-6-carbonyl)piperazine-1-carboxylate C(C)(C)(C)C1N(CCN(C1)C(=O)C1=CC(=C2C=CN(C2=C1)C(C)C)N1C(NC(CC1)=O)=O)C(=O)OC(CC1=C(C(=CC=C1)Cl)Cl)C1=C(C=C(C=C1)Cl)F